C=CCOC(=O)CCC1CCCCC1 allyl cyclohexylpropionate